C1(=CC=CC=C1)C(C)NC=1C=CC=C2C=3C=C(C=CC3NC12)C1=CC=C2CNC(C2=C1)=O 6-(8-((1-phenylethyl)amino)-9H-carbazol-3-yl)isoindolin-1-one